4-Bromomethyltetrahydropyran BrCC1CCOCC1